C(C)(C)(C)OC(=O)N1C(CCC1)OC1=C(C=NC=C1)NCC=1C=C2N=CC=NC2=CC1 ((3-((quinoxalin-6-ylmethyl)amino)pyridin-4-yl)oxy)pyrrolidine-1-carboxylic acid tert-butyl ester